racemic-2-(2-chlorophenyl)-2-(methylamino)-6-methylidenecyclohexan-1-one ClC1=C(C=CC=C1)[C@]1(C(C(CCC1)=C)=O)NC |r|